2-chloro-N-(1,3-dimethylpyrazol-4-yl)sulfonyl-6-[3-(3,3,3-trifluoro-2,2-dimethyl-propoxy)pyrazol-1-yl]pyridine-3-carboxamide ClC1=NC(=CC=C1C(=O)NS(=O)(=O)C=1C(=NN(C1)C)C)N1N=C(C=C1)OCC(C(F)(F)F)(C)C